ClC1=CC=C(S1)N1C(=NN=C1C=1SC=CN1)C1CC(C1)NC(=O)C1=NC=CC=C1 N-((1r,3r)-3-(4-(5-chlorothien-2-yl)-5-(thiazol-2-yl)-4H-1,2,4-triazol-3-yl)cyclobutyl)pyridineamide